N-Isobutoxyacrylamide C(C(C)C)ONC(C=C)=O